Aminoacetic acid 7-[4-(4-benzo[b]thiophen-4-ylpiperazin-1-yl)butoxy]-2-oxo-2H-quinolin-1-ylmethyl ester S1C2=C(C=C1)C(=CC=C2)N2CCN(CC2)CCCCOC2=CC=C1C=CC(N(C1=C2)COC(CN)=O)=O